2,2-difluoroethylamine hydrochloride salt Cl.FC(CN)F